BrC1=C(SC2=C1C=C(C=C2)F)C(=O)O bromo-5-fluorobenzothiophene-2-carboxylic acid